CN1C(C(N(C(C1CC1=CC2=CC=CC=C2C=C1)=O)C)=O)=O 1,4-dimethyl-6-(naphthalen-2-ylmethyl)piperazine-2,3,5-trione